tert-butyl (2-((4-chloro-5-fluoro-2-(2-methoxy-7-methylquinoxalin-5-yl)benzo[d]thiazol-6-yl)oxy)ethyl)(methyl)carbamate ClC1=C(C(=CC2=C1N=C(S2)C2=C1N=CC(=NC1=CC(=C2)C)OC)OCCN(C(OC(C)(C)C)=O)C)F